7-(8-((2,3-dichlorophenyl)thio)imidazo[1,2-c]pyrimidin-5-yl)-7-aza-spiro[3.5]nonan-2-amine ClC1=C(C=CC=C1Cl)SC=1C=2N(C(=NC1)N1CCC3(CC(C3)N)CC1)C=CN2